bis[4-(m-aminophenoxy) phenyl] sulfone NC=1C=C(OC2=CC=C(C=C2)S(=O)(=O)C2=CC=C(C=C2)OC2=CC(=CC=C2)N)C=CC1